bistetrabutylphosphonium perfluoroadipate FC(C(=O)[O-])(C(C(C(C(=O)[O-])(F)F)(F)F)(F)F)F.C(CCC)[P+](CCCC)(CCCC)CCCC.C(CCC)[P+](CCCC)(CCCC)CCCC